OC[C@H]1COC2=C(SC=3C(NCCN1C23)=O)C=2C=NNC2 (S)-5-(hydroxymethyl)-2-(1H-pyrazol-4-yl)-4,5,7,8-tetrahydro-3-oxa-1-thia-5a,8-diazabenzo[cd]azulen-9(6H)-one